C(C)(C)(C)OC(=O)N1[C@H](C[C@@H](CC1)C)C(=O)O (2R,4R)-1-(tert-butoxycarbonyl)-4-methylpiperidine-2-carboxylic acid